5-(1-methyl-1H-benzo[d][1,2,3]triazol-6-yl)-N-(cis-3-(4-methylpiperazin-1-yl)cyclobutyl)pyrrolo[2,1-f][1,2,4]triazin-2-amine CN1N=NC2=C1C=C(C=C2)C=2C=CN1N=C(N=CC12)N[C@@H]1C[C@@H](C1)N1CCN(CC1)C